CC(CC(=C)C)OC(C(C)C)=O 2-methylpropanoic acid 1,3-dimethyl-3-butenyl ester